C(CCC)N1C=CC2=CC(=CC=C12)C1CCCN2C1=NS(CC2)(=O)=O 9-(1-butyl-1H-indol-5-yl)-3,4,6,7,8,9-hexahydropyrido[2,1-c][1,2,4]thiadiazine 2,2-dioxide